(S)-6-(2,3-dihydrobenzofuran-5-sulfonimidoyl)-2-((6-methoxypyridin-3-yl)methyl)phthalazin-1(2H)-one O1CCC2=C1C=CC(=C2)[S@](=O)(=N)C=2C=C1C=NN(C(C1=CC2)=O)CC=2C=NC(=CC2)OC